O1CCN(CC1)C(C=CC(=O)O)=O 4-(morpholino)-4-oxo-but-2-enoic acid